Ethyl 5-(oxetan-3-yl)isoxazole-3-carboxylate O1CC(C1)C1=CC(=NO1)C(=O)OCC